2-Chloro-9-(2-deoxy-2-fluoro-β-d-arabinofuranosyl)adenine ClC1=NC(=C2N=CN(C2=N1)[C@H]1[C@H]([C@H](O)[C@H](O1)CO)F)N